ClC1=C(CCN[C@H](C(=O)C2=CNC3=CC(=CC=C23)C(=O)NCC)C2=CC=CC=C2)C=CC(=C1)C#N |r| (S)- and (R)-3-(2-((2-chloro-4-cyanophenethyl)amino)-2-phenylacetyl)-N-ethyl-1H-indole-6-carboxamide